4-benzyl-2-(2-(4-(methylsulfonyl)piperazin-1-yl)ethyl)-1,2,4-thiadiazolidine-3,5-dione hydrochloride Cl.C(C1=CC=CC=C1)N1C(N(SC1=O)CCN1CCN(CC1)S(=O)(=O)C)=O